8-(4-Azetidin-1-yl-piperidin-1-yl)-9-ethyl-6,6-dimethyl-11-oxo-6,11-dihydro-5H-benzo[b]carbazole-3-carbonitrile N1(CCC1)C1CCN(CC1)C=1C(=CC2=C(C(C=3NC4=CC(=CC=C4C3C2=O)C#N)(C)C)C1)CC